OC(C)(C)[C@@H]1CC[C@H](CO1)NC(OC(C)(C)C)=O tert-butyl ((3R,6S)-6-(2-hydroxypropan-2-yl)tetrahydro-2H-pyran-3-yl)carbamate